2-[[(1R)-1-(3-iodo-6-methyl-4-oxo-2-phenyl-benzopyran-8-yl)ethyl]amino]benzoic acid tert-butyl ester C(C)(C)(C)OC(C1=C(C=CC=C1)N[C@H](C)C1=CC(=CC=2C(C(=C(OC21)C2=CC=CC=C2)I)=O)C)=O